C1(CCCCC1)CN1N=CC2=CC(=C(C=C12)C(=O)NCCN(C)C)OC1=C(C=C(C=C1)F)F 1-(cyclohexylmethyl)-5-(2,4-difluorophenoxy)-N-(2-(dimethylamino)ethyl)-1H-indazole-6-carboxamide